Nonadeca-1,18-Dien-10-Yl 4-Bromobutanoate BrCCCC(=O)OC(CCCCCCCC=C)CCCCCCCC=C